5-(4-Formylphenyl)-3-methoxypyridine-2-carbonitrile C(=O)C1=CC=C(C=C1)C=1C=C(C(=NC1)C#N)OC